C(C)(C)(C)OC(=O)N1CCC2=C(C=CC=C12)CN1C=C(C=C(C1=O)C(NC)=O)C(=O)O 1-((1-(tert-Butoxycarbonyl)indolin-4-yl)methyl)-5-(methylcarbamoyl)-6-oxo-1,6-dihydropyridine-3-carboxylic acid